C(C)OC(C)N1N=CC(=C1)B1OC(C)(C)C(C)(C)O1 1-(1-ethoxyethyl)-4-pyrazolylboronic acid pinacol ester